CN1C=C(C=C(C1=O)NC1=NC=NC=C1)C1=CC=NC(=C1C=O)N1C(C=2SC=3CC(CC3C2CC1)(C)C)=O 4-(1-Methyl-5-(pyrimidin-4-ylamino)-6-oxo-1,6-dihydropyridin-3-yl)-2-{4,4-dimethyl-9-oxo-7-thia-10-azatricyclo[6.4.0.02,6]dodeca-1(8),2(6)-dien-10-yl}nicotinaldehyde